1-(6-((6-(trifluoromethyl)pyridin-3-yl)methoxy)pyridazin-3-yl)cyclopropane-1-carboxylic acid FC(C1=CC=C(C=N1)COC1=CC=C(N=N1)C1(CC1)C(=O)O)(F)F